ClC1=CC=C(N=N1)N(C(=O)C=1C=CC=2N(C1)C(=CN2)C=2C=CC(=NC2)NC(OC)=O)C methyl N-[5-[6-[(6-chloropyridazin-3-yl)-methyl-carbamoyl]imidazo[1,2-a]pyridin-3-yl]-2-pyridyl]carbamate